NC1=NC=CC2=C(C=CC=C12)C=1C=C2C(=NN(C2=CC1)C(C)C)COC1=C(C=CC=C1)CC(=O)O 2-(2-((5-(1-aminoisoquinolin-5-yl)-1-isopropyl-1H-indazol-3-yl)methoxy)phenyl)acetic acid